ClC=1C=C(CC(CC2=CC(=C(C=C2OC)C)OC)N)C=C(C1)C (3-chloro-5-methylbenzyl)-2-(2,5-dimethoxy-4-tolyl)ethan-1-amine